ClC1=NC=CC(=C1C([C@@H]1CN(CCO1)C(=O)OC(C)(C)C)O)C Tert-Butyl (2s)-2-((2-Chloro-4-Methylpyridin-3-Yl)(Hydroxy)Methyl)Morpholine-4-Carboxylate